4-aminobenzoic acid N,N-diethylaminoethyl ester hydrochloride Cl.C(C)N(CC)CCOC(C1=CC=C(C=C1)N)=O